C(C1=CC=CC=C1)N(C(O)=O)[C@@H]1[C@@H]([C@@H](N(C2=CC=CN=C12)C(C)=O)C)C.OCCN1CCNCC1 |r| 1-(2-hydroxyethyl)piperazine rac-Benzyl-((2S,3R,4R)-1-acetyl-2,3-dimethyl-1,2,3,4-tetrahydro-1,5-naphthyridin-4-yl)carbamate